1-(2,4-Dimethoxybenzyl)-5-(2,4-Dimethoxyphenyl)-3-(4-(4-methylpiperazin-1-yl)phenyl)-1H-pyrazolo[4,3-c]pyridazin-6(5H)-one COC1=C(CN2N=C(C3=NN(C(C=C32)=O)C3=C(C=C(C=C3)OC)OC)C3=CC=C(C=C3)N3CCN(CC3)C)C=CC(=C1)OC